4-amino-7-fluoro-3-(propylcarbamoyl)-8-(4-(trifluoromethyl)pyrimidin-5-yl)isoquinolin-2-oxide NC1=C([N+](=CC2=C(C(=CC=C12)F)C=1C(=NC=NC1)C(F)(F)F)[O-])C(NCCC)=O